O=C1NC(CCC1N1C(C2=CC=C(C=C2C1)CN1CCN(CC1)C1=CC=C(C=C1)N1N=C2C(=CC=CC2=C1)C(=O)N)=O)=O 2-(4-(4-((2-(2,6-dioxopiperidin-3-yl)-1-oxoisoindoline-5-yl)methyl)piperazin-1-yl)phenyl)-2H-indazole-7-carboxamide